CN1N=CC=2C1=NC(=CC2)O 1-Methyl-1H-pyrazolo[3,4-b]pyridine-6-ol